2-[1-[(2,3-difluorophenyl)methyl]-5-oxo-pyrrolidin-2-yl]-N-(4-methyl-1,2,5-oxadiazol-3-yl)acetamide FC1=C(C=CC=C1F)CN1C(CCC1=O)CC(=O)NC1=NON=C1C